C(C)(C)(C)OC(=O)N1CCCC2=CC(=C(C=C12)[N+](=O)[O-])C(NC1=NC=C(C=C1)C)=O 6-((5-methylpyridin-2-yl)carbamoyl)-7-nitro-3,4-dihydroquinoline-1(2H)-carboxylic acid tert-butyl ester